S1N=CC(=C1)C(=O)OC1CN(C1)C=1N=C(C2=C(N1)CC[S+]2[O-])N[C@@H]2CN(CC2)C(C)=O [1-[4-[[(3S)-1-acetyl-pyrrolidin-3-yl]amino]-5-oxido-6,7-dihydro-thieno[3,2-d]pyrimidin-5-ium-2-yl]azetidin-3-yl] isothiazole-4-carboxylate